CS(=O)(=O)O[C@H]1C[C@@H](OC[C@@H]1OCC1=CC=CC=C1)C(=O)N1[C@H](C2=CC=CC=C2CC1)C1=CC=C(C=C1)F (2R,4S,5S)-5-(benzyloxy)-2-((S)-1-(4-fluorophenyl)-1,2,3,4-tetrahydroisoquinoline-2-carbonyl)tetrahydro-2H-pyran-4-yl methanesulfonate